CC1=CC2=C(N=C(N=C2NCCCC2=CC=C(C=C2)C(F)(F)F)C(F)(F)F)S1 6-methyl-2-(trifluoromethyl)-N-(3-(4-(trifluoromethyl)phenyl)propyl)thieno[2,3-d]pyrimidin-4-amine